5-phenyl-N-[1-methyl-3-(trifluoromethyl)-1H-pyrazol-5-yl]thieno[2,3-b]pyridine-2-carboxamide C1(=CC=CC=C1)C=1C=C2C(=NC1)SC(=C2)C(=O)NC2=CC(=NN2C)C(F)(F)F